4-(4-methyl-piperazin-1-ylmethyl)-benzamide CN1CCN(CC1)CC1=CC=C(C(=O)N)C=C1